N-(tert-butyl)-3-(3-cyano-4-((2-methyl-1H-imidazol-1-yl)methyl)phenyl)-5-isobutylthiophene-2-Sulfonamide C(C)(C)(C)NS(=O)(=O)C=1SC(=CC1C1=CC(=C(C=C1)CN1C(=NC=C1)C)C#N)CC(C)C